4-((4-fluorobenzyl)amino)-2-((1-methyl-1H-pyrazol-4-yl)amino)pyrimidin-5-carboxamide FC1=CC=C(CNC2=NC(=NC=C2C(=O)N)NC=2C=NN(C2)C)C=C1